3-amino-5-(3-aminophenyl)benzoic acid NC=1C=C(C(=O)O)C=C(C1)C1=CC(=CC=C1)N